C(C)(C)(C)OC(=O)N1[C@@H](COCC1)C(=O)O (3S)-4-[(tert-butoxy)carbonyl]morpholine-3-carboxylic acid